NC1=CC(=CC(=C1)S(=O)(=O)O)N 1,3-diaminobenzene-5-sulfonic acid